C(C)N1C[C@@H](CCC1)NC=1C2=C(C(=NN1)C1=C(C=C(C=C1)S(=O)(=O)C)O)COC2 2-[4-[[(3R)-1-ethyl-3-piperidyl]amino]-5,7-dihydrofuro[3,4-d]pyridazin-1-yl]-5-methylsulfonyl-phenol